4-(4-cyclopropylpiperazin-1-yl)-1H-benzo[d]imidazole C1(CC1)N1CCN(CC1)C1=CC=CC=2NC=NC21